BrC1=CC=CC(=C1)\C=C\C=1SC2=C(N1)C=C(C(=C2)N(C)CCOCCF)C(C)C (E)-2-bromo-4-(2-(6-((2-(2-fluoroethoxy)ethyl)(methyl)amino)-5-isopropylbenzo[d]thiazol-2-yl)vinyl)benzene